C1(=CC=CC=C1)C=1C=NC(=C(C(=O)[O-])C1)N1CC(CC1)OC1=NC=C(C=C1)C(F)(F)F 5-phenyl-2-(3-(5-(trifluoromethyl)pyridin-2-yloxy)pyrrolidin-1-yl)nicotinate